C(C)(C)(C)OC(NC1CCC(CC1)N(CC(C)C)C1=C2CN(C(C2=CC=C1)=O)C1C(NC(CC1)=O)=O)=O tert-butyl((1r,4r)-4-((2-(2,6-dioxopiperidin-3-yl)-1-oxoisoindolin-4-yl)(isobutyl)amino)cyclohexyl)carbamate